pyrido[1,2-a]pyrrolo[2,1-c]quinoxalin-7-ol C1=CCN2C1=C1N(C3=CC(=CC=C23)O)C=CC=C1